ClC=1C=C2C(=NC(=NC2=C(C1C1=CC(=CC2=CC=CC=C12)O)F)N1CCN(CC1)C)N1C[C@H]2CC[C@@H](C1)N2C(=O)OC(C)(C)C tert-Butyl (1R,5S)-3-((S or R)-6-chloro-8-fluoro-7-(3-hydroxynaphthalen-1-yl)-2-(4-methylpiperazin-1-yl)quinazolin-4-yl)-3,8-diazabicyclo[3.2.1]octane-8-carboxylate